N-(3,4-Difluoro-2-methyl-5-nitrophenyl)-N-methylacetamide FC=1C(=C(C=C(C1F)[N+](=O)[O-])N(C(C)=O)C)C